methyl-4-[[4-(trifluoromethyl)phenyl]methylamino]benzenesulfonamide CC1=C(C=CC(=C1)NCC1=CC=C(C=C1)C(F)(F)F)S(=O)(=O)N